FC=1C(NC(N(C1)[C@H]1C[C@@H]2OP(OC[C@H]2O1)(=O)OCCCC1CCCC1)=O)=O 5-fluoro-1-((4aR,6R,7aS)-2-(3-cyclopentylpropoxy)-2-oxotetrahydro-4H-furo[3,2-d][1,3,2]dioxaphosphorin-6-yl)pyrimidine-2,4(1H,3H)-dione